C(C1=CC=CC=C1)N1CCC(CC1)NC(CCC1=NN=C2N1N=C(C=C2)C2CCN(CC2)C)=O N-(1-benzylpiperidin-4-yl)-3-(6-(1-methylpiperidin-4-yl)-[1,2,4]triazolo[4,3-b]pyridazin-3-yl)propanamide